2'-methoxyspiro[1,3-dioxane-2,6'-thiochromeno[3,2-g][1,3]benzodioxole] COC1OC2=C(O1)C1=C(C=C2)C2(C3=CC=CC=C3S1)OCCCO2